5-(3-Ethylphenyl)-2-methyl-N-(3-(2-oxopropyl)-1,2,4-thiadiazol-5-yl)furan-3-carboxamide C(C)C=1C=C(C=CC1)C1=CC(=C(O1)C)C(=O)NC1=NC(=NS1)CC(C)=O